N-(2,2-Diphenylethyl)-N-[2-oxo-2-(3-pyrazol-1-ylpyrrolidin-1-yl)ethyl]prop-2-ynamide C1(=CC=CC=C1)C(CN(C(C#C)=O)CC(N1CC(CC1)N1N=CC=C1)=O)C1=CC=CC=C1